(S)-2-(6-cyclopropyl-5-fluoropyridin-3-yl)-N-(3-(1-((2-ethyl-2H-pyrazolo[3,4-b]pyrazin-6-yl)amino)ethyl)-4-fluorophenyl)acetamide C1(CC1)C1=C(C=C(C=N1)CC(=O)NC1=CC(=C(C=C1)F)[C@H](C)NC=1C=NC=2C(N1)=NN(C2)CC)F